O1[C@@H](COCC1)COC=1C(=C2N(CCC3=CC(=C(C=C23)OC)OS(=O)(=O)C(F)(F)F)C(C1)=O)C trifluoro-methanesulfonic acid 2-((S)-1-[1,4]dioxan-2-ylmethoxy)-10-methoxy-1-methyl-4-oxo-6,7-dihydro-4H-pyrido[2,1-a]isoquinolin-9-yl ester